bis(dipropylamino)ethyl-(4-isopropenylphenyl)silane C(CC)N(CCC)C(C[SiH2]C1=CC=C(C=C1)C(=C)C)N(CCC)CCC